CCCC(C)C i-Hexan